FC(C(N1CCCC1)=O)(F)C1=CC(=CS1)C(=O)NC1=CC(=C(C=C1)F)C 5-(1,1-difluoro-2-oxo-2-(pyrrolidin-1-yl)ethyl)-N-(4-fluoro-3-methylphenyl)thiophene-3-carboxamide